(S)-methyl 3-(3-((2-(2-azidopropan-2-yl)-2'-fluoro-5'-methoxy-[1,1'-biphenyl]-4-yl) methoxy) phenyl)-3-cyclopropylpropanoate N(=[N+]=[N-])C(C)(C)C1=C(C=CC(=C1)COC=1C=C(C=CC1)[C@@H](CC(=O)OC)C1CC1)C1=C(C=CC(=C1)OC)F